(3-(4-(1-aminoethyl)-4-methylpiperidin-1-yl)-6-(2,3-dichlorophenyl)-5-methylpyrazin-2-yl)methanol NC(C)C1(CCN(CC1)C=1C(=NC(=C(N1)C)C1=C(C(=CC=C1)Cl)Cl)CO)C